C(C)(C)(C)OC(=O)N1CCC(CC1)N1N=C(C(=N1)Br)Br.C(#N)/C(/C(=O)NC1=NC=C(C=N1)C#CC1=CC=CC=C1)=C(\C=1C=NOC1C)/O (Z)-2-cyano-3-hydroxy-3-(5-methylisoxazol-4-yl)-N-(5-(phenylethynyl)pyrimidin-2-yl)acrylamide tert-butyl-4-(4,5-dibromo-2H-1,2,3-triazol-2-yl)piperidine-1-carboxylate